O1CC(C1)N1CCN(CC1)C(=O)C1=CC=C(C=O)C=C1 4-[4-(oxetan-3-yl)piperazine-1-carbonyl]benzaldehyde